Cl.ClC1=CC=2N(C3=CC=CC=C3OC2C=C1)CCCCN(CC)CC 2-chloro-N,N-diethyl-10H-phenoxazine-10-butanamine, monohydrochloride